C(C1=CC=CC=C1)O[C@H]1[C@](O[C@@H]([C@H]1OCC1=CC=CC=C1)COCC1=CC=CC=C1)(O)C1=CN=C2C(=NC(=NN21)Cl)N[C@H]2CCC1=CC=CC=C21 (2S,3R,4R,5R)-3,4-bis(benzyloxy)-5-[(benzyloxy)methyl]-2-{2-chloro-4-[(1S)-2,3-dihydro-1H-inden-1-ylamino]imidazo[2,1-f][1,2,4]triazin-7-yl}oxolan-2-ol